6-[8-(1,3-benzothiazol-2-ylcarbamoyl)-3,4-dihydroisoquinolin-2(1H)-yl]-3-{1-[3-(dimethylamino)benzyl]-1H-pyrazol-4-yl}pyridine-2-carboxylic acid S1C(=NC2=C1C=CC=C2)NC(=O)C=2C=CC=C1CCN(CC21)C2=CC=C(C(=N2)C(=O)O)C=2C=NN(C2)CC2=CC(=CC=C2)N(C)C